1,3-Bis(4-hydroxybutyl)tetramethyldisiloxane OCCCC[Si](O[Si](CCCCO)(C)C)(C)C